tert-butyl 9-((3-(2,6-dioxopiperidin-3-yl)-1-methyl-1H-indazol-6-yl)methyl)-3,9-diazaspiro[5.5]undecane-3-carboxylate O=C1NC(CCC1C1=NN(C2=CC(=CC=C12)CN1CCC2(CCN(CC2)C(=O)OC(C)(C)C)CC1)C)=O